N,N-diaminopropylpropylamine NN(N)C(CC)CCC